3,6-dimethyl-8-((S)-1-((2-((R)-S-methylsulfonimidoyl)phenyl)amino)ethyl)-2-morpholinoquinazolin-4(3H)-one CN1C(=NC2=C(C=C(C=C2C1=O)C)[C@H](C)NC1=C(C=CC=C1)[S@@](=O)(=N)C)N1CCOCC1